3,2'-difucosyllactose C1([C@@H](O)[C@H](O)[C@H](O)[C@@H](O1)C)[C@]1([C@H](C(O)O[C@@H]([C@H]1O[C@H]1[C@](O)([C@@H](O)[C@@H](O)[C@H](O1)CO)C1[C@@H](O)[C@H](O)[C@H](O)[C@@H](O1)C)CO)O)O